6-(4-(1-(3,4-difluorophenyl)-3,3-dimethyl-2,3-dihydro-1H-pyrrolo[3,2-b]pyridine-5-carbonyl)-3,3-dimethylpiperazin-1-yl)-2,4-dimethylnicotinic acid FC=1C=C(C=CC1F)N1CC(C2=NC(=CC=C21)C(=O)N2C(CN(CC2)C2=NC(=C(C(=O)O)C(=C2)C)C)(C)C)(C)C